5,5-difluoro-2,2-dimethoxy-cyclohexane-1-one FC1(CCC(C(C1)=O)(OC)OC)F